ClC1=CC(=C(S1)C(=O)NC1=C(C=CC(=C1)Cl)F)S(N(C)C1=CC(=C(C=C1)OCC)OC)(=O)=O 5-Chloro-N-(5-chloro-2-fluorophenyl)-3-(N-(4-ethoxy-3-methoxyphenyl)-N-methylsulfamoyl)thiophene-2-carboxamide